C1(=CC=CC=C1)C1=C(C(=NN=N1)C1=C(C=CC=C1)C1=C(C(=CC=2[Se]C3=C(C21)C=CC=C3)C3=CC=CC=C3)C3=CC=CC=C3)C3=CC=CC=C3 (diphenyltriazinyl)(diphenyldibenzoselenophenyl)benzene